BrC(C1=C(C=CC=C1)\C(\C(=O)OC)=N/OC)Br methyl (E)-2-(2-dibromomethylphenyl)-2-methoxyiminoacetate